CC1=C(C=CC2=C1OC(C=1CN(CCC12)C(=O)OC(C)(C)C)=O)N1C[C@H](N([C@H](C1)C)C)C tert-Butyl 7-methyl-5-oxo-8-[(3R,5S)-3,4,5-trimethylpiperazin-1-yl]-1,5-dihydro-2H-chromeno[3,4-c]pyridine-3(4H)-carboxylate